4-methoxysalicyl-potassium COC=1C=C(C(C[K])=CC1)O